OC=1C=C(C(=O)OC2=CC=CC=C2)C=C(C1O)O phenyl 3,4,5-trihydroxybenzoate